(3,5-dibromo-4-hydroxyphenyl)(2,3-dihydro-4H-pyrido[4,3-b][1,4]oxazin-4-yl)methanone hydrochloride Cl.BrC=1C=C(C=C(C1O)Br)C(=O)N1C2=C(OCC1)C=CN=C2